ClC=1C(=C(C=CC1)[C@@H]1N(OCC1)C1=CC(=NC=N1)NC=1C(=CC(=C(C1)NC(C=C)=O)N1CCC(CC1)N1CCN(CC1)C1CC1)OC)C N-(5-((6-((R)-3-(3-chloro-2-methylphenyl)-isoxazolidine-2-yl)pyrimidine-4-yl)amino)-2-(4-(4-cyclopropylpiperazine-1-yl)piperidine-1-yl)-4-methoxyphenyl)acrylamide